N-(3-(N-(1''-(3-(N-(tert-butyl)sulfamoyl)benzoyl)dispiro[cyclopropane-1,1'-cyclohexane-4',3''-indolin]-5''-yl)sulfamoyl)propyl)acetamide C(C)(C)(C)NS(=O)(=O)C=1C=C(C(=O)N2CC3(C4=CC(=CC=C24)NS(=O)(=O)CCCNC(C)=O)CCC2(CC3)CC2)C=CC1